C(C)OC1=CC2=CC[C@H]3[C@@H]4CCC[C@@]4(C)CC[C@@H]3[C@]2(CC1)C 3-ethoxy-androstane-3,5-diene